FC(C[C@@H]1CN(CCN1)C1=NC=C(C(=N1)OCC)C(=O)NC=1C=C(C=2N(C1)C=C(N2)C)F)F |o1:3| rel-2-[(3R)-3-(2,2-difluoroethyl)piperazin-1-yl]-4-ethoxy-N-{8-fluoro-2-methylimidazo[1,2-a]pyridin-6-yl}pyrimidine-5-carboxamide